CN1CCN(CC1)C(=O)C1=CC=C(C=C1)NC1=NC=NC(=C1)N1OCC[C@@H]1C1=CC=CC=C1 (R)-(4-methylpiperazin-1-yl)(4-((6-(3-phenylisooxazolidin-2-yl)pyrimidin-4-yl)amino)phenyl)methaneOn